C1(CCCC2CCCCC12)C1(CCCCCC1)C1CCCCCC1 decahydronaphthyl-bicycloheptyl